(S)-4-(1-(1-((4'-fluoro-[1,1'-biphenyl]-4-yl)methyl)-5-(4-fluorophenyl)-1H-indol-7-amido)ethyl)benzoic acid FC1=CC=C(C=C1)C1=CC=C(C=C1)CN1C=CC2=CC(=CC(=C12)C(=O)N[C@@H](C)C1=CC=C(C(=O)O)C=C1)C1=CC=C(C=C1)F